The molecule is an S-substituted L-cysteine where the S-substituent is specified as sulfanyl. It has a role as a human metabolite and a mouse metabolite. It is a tautomer of a 3-disulfanyl-L-alanine zwitterion. C([C@@H](C(=O)O)N)SS